(R)-N-(2-chloro-4-(trifluoromethyl)phenyl)-2-(5-ethyl-6-(3-methylpiperazin-1-yl)-7-oxo-2-(pyridin-3-yl)-[1,2,4]triazolo[1,5-a]pyrimidin-4(7H)-yl)acetamide ClC1=C(C=CC(=C1)C(F)(F)F)NC(CN1C=2N(C(C(=C1CC)N1C[C@H](NCC1)C)=O)N=C(N2)C=2C=NC=CC2)=O